C=CC=CCCCCC(CCCCC)Br 9-tetradecadienyl bromide